(E)-3-(3-(3,5-bis-(trifluoromethyl)-phenyl)-1H-1,2,4-triazol-1-yl)-2-(5-chloropyridin-3-yl)acrylamide FC(C=1C=C(C=C(C1)C(F)(F)F)C1=NN(C=N1)/C=C(/C(=O)N)\C=1C=NC=C(C1)Cl)(F)F